C1(CC1)C1=C(C(=NO1)C1=C(C=CC=C1Cl)Cl)COC1CCN(CC1)C1=CC=C(C(NO)=N)C=C1 4-(4-((5-cyclopropyl-3-(2,6-dichlorophenyl)isoxazol-4-yl)methoxy)piperidin-1-yl)-N-hydroxybenzimidamide